5-(10-hydroxydecyl)furan-2(5H)-one OCCCCCCCCCCC1C=CC(O1)=O